BrC1=C2C(N(C(C2=CC=C1F)=O)CC1=C(C=C(C=C1)OC)OC)(O)C1=C(C=CC(=C1)F)C(F)F 4-bromo-3-[2-(difluoromethyl)-5-fluorophenyl]-2-[(2,4-dimethoxyphenyl)methyl]-5-fluoro-3-hydroxy-2,3-dihydro-1H-isoindol-1-one